4-[3-[2,6-dichloro-4-(1-methylpyrazol-4-yl)benzoyl]-2,4-dihydro-1,3-benzoxazin-8-yl]-2-fluorobenzoic acid methyl ester COC(C1=C(C=C(C=C1)C1=CC=CC=2CN(COC21)C(C2=C(C=C(C=C2Cl)C=2C=NN(C2)C)Cl)=O)F)=O